7-(4,4-difluoropiperidin-1-yl)-N-(3-(2,4-dioxotetrahydropyrimidin-1(2H)-yl)phenyl)-7-oxoheptanamide FC1(CCN(CC1)C(CCCCCC(=O)NC1=CC(=CC=C1)N1C(NC(CC1)=O)=O)=O)F